(2-(6,6-dimethyl-4,5,6,7-tetrahydro-1H-indazol-3-yl)-1H-indol-6-yl)(3,3-dimethylpiperazin-1-yl)methanone CC1(CCC=2C(=NNC2C1)C=1NC2=CC(=CC=C2C1)C(=O)N1CC(NCC1)(C)C)C